OC(CN(CCCCC(=O)OCCN1CCN(CC1)CCSSCCCN(CC(CCCCCCCC)O)CC(CCCCCCCC)O)CC(CCCCCC\C=C/C\C=C/CCCCC)O)CCCCCC\C=C/C\C=C/CCCCC 2-(4-(2-((3-(Bis(2-hydroxydecyl)amino)propyl)disulfaneyl)ethyl)piperazin-1-yl)ethyl 5-(bis((9Z,12Z)-2-hydroxyoctadeca-9,12-dien-1-yl)amino)pentanoate